FC=1C=C2C=3C=CC(=CC3NC2=CC1)CC(=O)NC(C)(C)C1=CC(=CC=C1)F 2-(6-fluoro-9H-carbazol-2-yl)-N-(2-(3-fluorophenyl)propane-2-yl)acetamide